(S)-2-Hydroxy-propionic acid (S)-1-[(S)-1-((S)-1-ethoxycarbonyl-ethoxycarbonyl)-ethoxycarbonyl]-ethyl ester C(C)OC(=O)[C@H](C)OC(=O)[C@H](C)OC(=O)[C@H](C)OC([C@H](C)O)=O